CN1CCNCC(C1)CS (1-methyl-1,4-diazepan-6-yl)methanethiol